2,6-bis(benzyloxy)-3-nitropyridine C(C1=CC=CC=C1)OC1=NC(=CC=C1[N+](=O)[O-])OCC1=CC=CC=C1